6-methyl-3,6-diazabicyclo[3.1.1]heptan CN1C2CNCC1C2